(2r,4s)-2-(4-(2-methyl-3-(trifluoromethoxy)phenyl)piperidine-1-carbonyl)-5-azaspiro[3.4]octan-6-one CC1=C(C=CC=C1OC(F)(F)F)C1CCN(CC1)C(=O)C1CC2(C1)NC(CC2)=O